C1(=CC=CC=C1)[Si](O)(C)C.[K] potassium phenyl-dimethyl-silanol